COC1=CC=C(COC=2C=CC(=C(C2)O)CNCC2=CC(=CC=C2)[N+](=O)[O-])C=C1 5-((4-methoxybenzyl)oxy)-2-(((3-nitrobenzyl)amino)methyl)phenol